5-(5-chloro-2-(isopropylamino)pyridin-4-yl)-N-(5-fluoro-2-(hydroxymethyl)benzyl)thiazole-2-carboxamide ClC=1C(=CC(=NC1)NC(C)C)C1=CN=C(S1)C(=O)NCC1=C(C=CC(=C1)F)CO